(R,E)-2-amino-8-hydroxyoct-7-enoic acid N[C@@H](C(=O)O)CCCC\C=C\O